CC1=C2C=C(N(C2=CC=C1CCN1CCC2(CN(C2)C2=NC=NC3=CC=C(C=C23)CC(F)(F)F)CC1)CC(C)N1CCN(CC1)S(=O)(=O)C)C#N 4-methyl-1-[2-(4-methylsulfonylpiperazin-1-yl)propyl]-5-[2-[2-[6-(2,2,2-trifluoroethyl)quinazolin-4-yl]-2,7-diazaspiro[3.5]nonan-7-yl]ethyl]indole-2-carbonitrile